1-(7-(4-fluorobenzyl)-6-(1-hydroxycyclopropyl)-2,3-dihydro-1H-pyrido[2,3-b][1,4]oxazin-1-yl)-2-((2R,5R)-5-methyl-2-(((R)-3-methylmorpholino)methyl)piperazin-1-yl)ethan-1-one FC1=CC=C(CC2=CC3=C(OCCN3C(CN3[C@H](CN[C@@H](C3)C)CN3[C@@H](COCC3)C)=O)N=C2C2(CC2)O)C=C1